(3-(4-trifluoromethylphenyl)prop-2-yn-1-yl)(phenyl)aminothioformyl fluoride FC(C1=CC=C(C=C1)C#CCN(C1=CC=CC=C1)C(=S)F)(F)F